CC1=C(OC2=C(C=C(C=C2C1=O)C)[C@@H](C)NC1=C(C=CC=C1)C1=NN=CN1C)C1=CC=CC=C1 3,6-Dimethyl-8-[(1R)-1-[2-(4-methyl-1,2,4-triazol-3-yl)anilino]ethyl]-2-phenyl-chromen-4-one